N-ethyl-4,5-dihydroisoxazole-5-carboxamide C(C)NC(=O)C1CC=NO1